FC1(CN(CC1)CC1=C(C=CC(=N1)NC=1C=CC(=C2CNC(C12)=O)C1=CN=C2N1C=CC(=C2)F)[C@H]2COCC2)F (S)-7-((6-((3,3-difluoropyrrolidin-1-yl)methyl)-5-(tetrahydrofuran-3-yl)pyridin-2-yl)amino)-4-(7-fluoroimidazo[1,2-a]pyridin-3-yl)isoindolin-1-one